[5-(1-amino-4-methylphthalazin-6-yl)-4-methoxy-2-(trifluoromethoxy)phenyl]boronic acid NC1=NN=C(C2=CC(=CC=C12)C=1C(=CC(=C(C1)B(O)O)OC(F)(F)F)OC)C